FC=1C=C(C=CC1)[B-](C1=CC(=CC=C1)F)(C1=CC(=CC=C1)F)C1=CC(=CC=C1)F.CN(C)C(N(C)C)=N\C(=[NH+]/C1CCCCC1)\NC1CCCCC1 (Z)-([Bis(dimethylamino)methyliden]amino)-N-cyclohexyl(cyclohexylamino)-methaniminium tetrakis(3-fluorophenyl)borat